[Si](C)(C)(C(C)(C)C)OCC=1C=NN(C1)C=1CN2C(N(C(C1)C2)OS(=O)(=O)[O-])=O.[NH+]2=CC=CC=C2 pyridin-1-ium [3-[4-[[tert-butyl(dimethyl)silyl]oxymethyl]pyrazol-1-yl]-7-oxo-1,6-diazabicyclo[3.2.1]oct-3-en-6-yl]sulfate